(4-Chlorophenyl)-6,7,8,9-tetrahydro-5H-pyrimido[4,5-b]indol-8-amine ClC1=CC=C(C=C1)C=1N=CC2=C(NC=3C(CCCC23)N)N1